3,5-didodecyloxybenzamidine C(CCCCCCCCCCC)OC=1C=C(C(=N)N)C=C(C1)OCCCCCCCCCCCC